furo[3,2-d]pyrimidine N1=CN=CC2=C1C=CO2